[Nb].[Mg].[Pb] Lead magnesium niobium